ClC1=C(CNC(CN2N=C(C=CC2=O)C2=CN=C(O2)C)=O)C=CC=C1 N-(2-chlorobenzyl)-2-(3-(2-methyloxazol-5-yl)-6-oxopyridazin-1(6H)-yl)acetamide